CCCCCCCCCCCCCCCCOC[C@H](COP(=O)(O)OCCN)OC(=O)CCCCCCC/C=C\CCCCCCCC 1-hexadecyl-2-(9Z-octadecenoyl)-sn-glycero-3-phosphoethanolamine